C(C)C=1C=NN2C1N=C(C=C2NCC=2C=CC(=NC2)O)N2[C@@H](CCCC2)CCO 5-[[[3-ethyl-5-[(2S)-2-(2-hydroxyethyl)-1-piperidyl]pyrazolo[1,5-a]pyrimidin-7-yl]amino]methyl]pyridin-2-ol